C[C@H]1N(CCCC1)[C@@H]1COCC1 (2R,4R)-2-methyl-N-((S)-tetrahydrofuran-3-yl)piperidin